Galactosamine 1-phosphate P(=O)(O)(O)OC1[C@H](N)[C@@H](O)[C@@H](O)[C@H](O1)CO